C(C(C)(C)C)(=O)OCC[C@@H]1OC2(O[C@H]1CC1=CC=CC=C1)CCCCC2 2-((2S,3S)-3-benzyl-1,4-dioxaspiro[4.5]decan-2-yl)ethyl pivalate